FC(C1=CC=C(C=C1)[C@H](C)N)(F)F (1S)-1-[4-(trifluoromethyl)phenyl]ethylamine